C(C)(C)(C)N=[Ta](N(CC)C)(N(CC)C)N(C)CC (tert-butylimino)tris(ethylmethylamino)tantalum (V)